2-oxo-2,3-dihydro-1H-benzimidazole-5-carboxylic acid O=C1NC2=C(N1)C=CC(=C2)C(=O)O